CC1=NOC(=C1)C(=O)OCCCN1N=C(C=2C(NCC3(CCOCC3)CC21)=O)CC 3-(3-ethyl-4-oxo-spiro[6,8-dihydro-5H-pyrazolo[4,3-c]azepine-7,4'-tetrahydropyran]-1-yl)propyl 3-methylisoxazole-5-carboxylate